2-[4-[N-methyl-4-(1,1,1-trifluoropropan-2-yl)anilino]phenoxy]pyrido[3,4-d]pyrimidin-4-ol CN(C1=CC=C(C=C1)C(C(F)(F)F)C)C1=CC=C(OC=2N=C(C3=C(N2)C=NC=C3)O)C=C1